N-(1-ethynylcyclopentyl)-4-[[2-(1H-indazol-6-yl)acetyl]amino]pyridine-2-carboxamide C(#C)C1(CCCC1)NC(=O)C1=NC=CC(=C1)NC(CC1=CC=C2C=NNC2=C1)=O